The molecule is a C-glycosyl compound that is luteolin substituted at positions 6 and 8 by alpha-L-arabinopyranosyl and beta-D-glucosyl residues respectively. It has a role as a metabolite. It is a tetrahydroxyflavone and a C-glycosyl compound. It derives from a luteolin. C1[C@@H]([C@@H]([C@H]([C@@H](O1)C2=C(C(=C3C(=C2O)C(=O)C=C(O3)C4=CC(=C(C=C4)O)O)[C@H]5[C@@H]([C@H]([C@@H]([C@H](O5)CO)O)O)O)O)O)O)O